2,5-dioxopyrrolidin-1-yl 3-(4-((3-(2-(3-(3',6'-dihydroxy-3-oxo-3H-spiro[isobenzofuran-1,9'-xanthen]-5-yl)thioureido)ethoxy)propanoyl)thio)phenyl)propanoate OC=1C=CC=2C3(C4=CC=C(C=C4OC2C1)O)OC(C1=CC(=CC=C13)NC(NCCOCCC(=O)SC1=CC=C(C=C1)CCC(=O)ON1C(CCC1=O)=O)=S)=O